[Na+].C(CC)CP(O[Si](O)(O)O)([O-])=O (trihydroxy silyl) propylmethylphosphonate sodium salt